CN1N=CC(=C1)C=1C=CC=2N(C1)N=CC2N2CCN(CC2)C(=O)OCC(C2=CC=C(C=C2)C)O[Si](C)(C)C(C)(C)C 2-((tert-butyldimethylsilyl)oxy)-2-(p-tolyl)ethyl 4-(6-(1-methyl-1H-pyrazol-4-yl)pyrazolo[1,5-a]pyridin-3-yl)piperazine-1-carboxylate